NC=1C=C(C(=O)OC)C=C(C1C)Cl Methyl 3-amino-5-chloro-4-methylbenzoate